ethyl 1-(2,2,2-trifluoroethyl)-1H-pyrazolo[4,3-b]pyridine-3-carboxylate FC(CN1N=C(C2=NC=CC=C21)C(=O)OCC)(F)F